C(N)(OC(C1=CC=C(C=C1)NC(=O)[C@H]1N(C[C@@H](C1)F)C(CN1C=C(C2=CC(=CC=C12)C1=CN=NC=C1)C(C)=O)=O)CC1C2=CC=CC=C2C=2C=CC=CC12)=O (9H-fluoren-9-yl)methyl(4-((2S,4R)-1-(2-(3-acetyl-5-(pyridazin-4-yl)-1H-indol-1-yl)acetyl)-4-fluoropyrrolidine-2-carboxamido)benzyl) carbamate